6-[8-(1,3-benzothiazol-2-ylcarbamoyl)-3,4-dihydroisoquinolin-2(1H)-yl]-3-(1-{[(1S,2R,5S)-6,6-dimethylbicyclo[3.1.1]hept-2-yl]methyl}-5-methyl-1H-pyrazol-4-yl)pyridine-2-carboxylic acid S1C(=NC2=C1C=CC=C2)NC(=O)C=2C=CC=C1CCN(CC21)C2=CC=C(C(=N2)C(=O)O)C=2C=NN(C2C)C[C@H]2[C@H]1C([C@@H](CC2)C1)(C)C